tetrahydrothiophenium [SH+]1CCCC1